3-((7-(3-(4-aminopiperidine-1-carbonyl)-4-methyl-6-(trifluoromethyl)pyridin-2-yl)thieno[3,2-b]pyridin-2-yl)methyl)-6,6-dimethyl-3-azabicyclo[3.1.0]hexane-2,4-dione dihydrochloride Cl.Cl.NC1CCN(CC1)C(=O)C=1C(=NC(=CC1C)C(F)(F)F)C1=C2C(=NC=C1)C=C(S2)CN2C(C1C(C1C2=O)(C)C)=O